1-acetyl-N-methylindolin-5-sulfonamide C(C)(=O)N1CCC2=CC(=CC=C12)S(=O)(=O)NC